(Z)-tert-butyl 3-fluoro-4-hydroxybut-2-ylcarbamate FC(C(C)NC(OC(C)(C)C)=O)CO